CC1=C(C(=O)PC=C)C(=CC(=C1)C)C (2,4,6-trimethylbenzoyl)-vinyl-phosphine